5-Methoxybenzofuran-2-carboxylic acid methyl ester COC(=O)C=1OC2=C(C1)C=C(C=C2)OC